C1(=CC=CC=C1)CCSCC=1NC(NC1)=O 4-(Phenylethylthiomethyl)1,3-dihydroimidazol-2-one